cyclohexyl-ethanone C1(CCCCC1)C(C)=O